2-[[2-(2-cyano-6-fluoro-phenyl)acetyl]amino]-4-[[3-fluoro-2-methoxy-propyl]-[4-(5,6,7,8-tetrahydro-1,8-naphthyridin-2-yl)butyl]amino]butanoic acid C(#N)C1=C(C(=CC=C1)F)CC(=O)NC(C(=O)O)CCN(CCCCC1=NC=2NCCCC2C=C1)CC(CF)OC